C(C)(C)(C)OC(=O)N1C=CC2=CC=C(C=C12)CN1N=NC(=C1)C=1C=NC=C(C1)N1CC=CC1 6-((4-(5-(2,5-dihydro-1H-pyrrol-1-yl)pyridin-3-yl)-1H-1,2,3-triazol-1-yl)methyl)-1H-indole-1-carboxylic acid tert-butyl ester